C(C1=CC=CC=C1)C=1C(=NC=CC1OC1=C(N=C(S1)C)C1=CC=CC=C1)N benzyl-4-((2-methyl-4-phenylthiazol-5-yl)oxy)pyridin-2-amine